1,4-diiodo-2-methylbenzene IC1=C(C=C(C=C1)I)C